N1N=CC(=C1)C1=CC=C(C=C1)N1CCC(CC1)CN1CCCC1 1-(4-(1H-pyrazol-4-yl)phenyl)-4-(pyrrolidin-1-ylmethyl)piperidine